ClC1=CC2=C(C(N3[C@@H](CO2)CN(CC3)C(=O)OC(C)(C)C)=O)C(=N1)N1C3(CC3)CCC1 tert-butyl (R)-3-chloro-12-oxo-1-(4-azaspiro[2.4]heptan-4-yl)-6a,7,9,10-tetrahydro-6H-pyrazino[2,1-c]pyrido[3,4-f][1,4]oxazepine-8(12H)-carboxylate